((S)-(2-hydroxyethyl)sulfinyl)-4-methylbenzamide OCC[S@](=O)C1=C(C(=O)N)C=CC(=C1)C